3-(tert-butyl) 6-ethyl (1r,5s,6r)-3-azabicyclo[3.1.0]hexane-3,6-dicarboxylate [C@H]12CN(C[C@@H]2C1C(=O)OCC)C(=O)OC(C)(C)C